CO[C@@H]1C[C@H](C1)C=O trans-3-methoxycyclobutane-1-carbaldehyde